FC([C@H](C1CCNCC1)NC1=CC=C(C=C1)C=1N(C2=NC=NC(=C2C1)N1CCOCC1)COCC[Si](C)(C)C)(F)F [(S)-2,2,2-trifluoro-1-(4-piperidyl)ethyl][p-(4-morpholino-1-{[2-(trimethylsilyl)ethoxy]methyl}-1H-1,5,7-triazainden-2-yl)phenyl]amine